OP(O)(=O)OP(=O)(O)O.C(C=CC=CC=CCCCCCCCCCCC)=O octadecatrienal diphosphate